(3s,5s)-3-aminomethyl-5-methyl-6-propoxy-hexanoic acid NC[C@H](CC(=O)O)C[C@@H](COCCC)C